NC(/C=C/[C@H](CC1=CC=CC=C1)NC([C@H](CC1=CC=CC=C1)NC(OCC1=CC=CC=C1)=O)=O)=O benzyl ((S)-1-(((S,E)-5-amino-5-oxo-1-phenylpent-3-en-2-yl)amino)-1-oxo-3-phenylpropan-2-yl)carbamate